1-(2-Fluoro-4-methoxyphenyl)ethan-1-one FC1=C(C=CC(=C1)OC)C(C)=O